4-[(phenoxycarbonyl)amino]thiophene-2,3-dicarboxylic acid methyl ester COC(=O)C=1SC=C(C1C(=O)O)NC(=O)OC1=CC=CC=C1